(R)-3-((3-fluoro-4-(hexadecyloxy)phenyl)sulfonyl)-4-(4-(4-methylpiperazin-1-yl)-[1,4'-bipiperidin]-1'-yl)-6-(methylsulfinyl)quinoline FC=1C=C(C=CC1OCCCCCCCCCCCCCCCC)S(=O)(=O)C=1C=NC2=CC=C(C=C2C1N1CCC(CC1)N1CCC(CC1)N1CCN(CC1)C)[S@](=O)C